C(C=1C(C(=O)[O-])=CC(C(=O)[O-])=CC1)(=O)OCCCCC Pentyl trimellitate